5-(dibromomethyl)benzo[c]isoxazole-3-carboxylic acid BrC(C1=CC=2C(=NOC2C(=O)O)C=C1)Br